O1CCC(CC1)COCCCCCCCCC(=O)O 9-((tetrahydro-2H-pyran-4-yl)methoxy)nonanoic acid